N-(5-(4-((4-acetoylpiperazin-1-yl)methyl)phenyl)-[1,2,4]triazolo[1,5-a]pyridin-2-yl)cyclopropanecarboxamide C(C)(=O)N1CCN(CC1)CC1=CC=C(C=C1)C1=CC=CC=2N1N=C(N2)NC(=O)C2CC2